n-octyl aconitate C(C=C(C(=O)[O-])CC(=O)[O-])(=O)OCCCCCCCC